tert-butyl 4-(6-((4-chloro-2-(2,4-dimethoxybenzyl)-1-oxo-2,3-dihydro-1H-pyrrolo[3,4-c]pyridin-7-yl)amino)pyridin-3-yl)piperazine-1-carboxylate ClC1=NC=C(C2=C1CN(C2=O)CC2=C(C=C(C=C2)OC)OC)NC2=CC=C(C=N2)N2CCN(CC2)C(=O)OC(C)(C)C